C1(CCCCC1)C(=O)NC(=O)[C@@H]1CC12CCN(CC2)C(=O)[O-] (R)-1-((cyclohexanecarbonyl)carbamoyl)-6-azaspiro[2.5]octane-6-carboxylate